3-(4-aminophenyl)sulfonyl-propanenitrile NC1=CC=C(C=C1)S(=O)(=O)CCC#N